tert-butyl 3-[5-methyl-3-[4-(trifluoromethoxy) phenyl]pyrazol-1-yl]pyrrolidine-1-carboxylate CC1=CC(=NN1C1CN(CC1)C(=O)OC(C)(C)C)C1=CC=C(C=C1)OC(F)(F)F